N-(Cyclobutyl-methyl)-2'-(4,5-dimethyl-1H-imidazol-2-yl)-3,4'-bipyridine C1(CCC1)CN1CC(=CC=C1)C1=CC(=NC=C1)C=1NC(=C(N1)C)C